N1(CCC1)C(=O)N1C[C@](CC1)(OC)C=1C=C2C(=CC=NC2=CC1)N[C@H](C)C1=C(C(=CC=C1)C(F)F)F azetidin-1-yl((R)-3-(4-(((R)-1-(3-(difluoromethyl)-2-fluorophenyl)ethyl)amino)quinolin-6-yl)-3-methoxypyrrolidin-1-yl)methanone